FC(C=1C=C(C=C(C1)C(F)(F)F)N=[N+]=[N-])(F)F 3,5-bis(trifluoromethyl)phenyl azide